6-(6-chloropyridin-2-yl)-N2-(5-fluoropyridin-3-yl)-N4-isobutyl-1,3,5-triazine-2,4-diamine ClC1=CC=CC(=N1)C1=NC(=NC(=N1)NC=1C=NC=C(C1)F)NCC(C)C